Cl.NC(CCCCNC(OCC1=CC=CC=C1)=O)C(C(=O)N)O benzyl (5,7-diamino-6-hydroxy-7-oxoheptyl)carbamate hydrochloride